(1R)-1-(4-bromo-1-naphthyl)ethanamine BrC1=CC=C(C2=CC=CC=C12)[C@@H](C)N